(Rac)-1-(4-bromo-5-ethyl-1-methyl-1H-pyrazol-3-yl)-3-(4-methylpiperazin-1-yl)propan-1-ol BrC=1C(=NN(C1CC)C)[C@@H](CCN1CCN(CC1)C)O |r|